4-chloro-2-((6-chloro-[1,1'-biphenyl]-2-yl)amino)benzoic acid ClC1=CC(=C(C(=O)O)C=C1)NC1=C(C(=CC=C1)Cl)C1=CC=CC=C1